3-(2-azabicyclo[2.1.1]hexan-2-yl)-N-(2-(4,4-difluorocyclohexyl)-4-(2,5-difluorophenyl)pyridin-3-yl)isoxazole-5-carboxamide C12N(CC(C1)C2)C2=NOC(=C2)C(=O)NC=2C(=NC=CC2C2=C(C=CC(=C2)F)F)C2CCC(CC2)(F)F